BrC=1C(NC(N([C@H]2[C@@H]([C@H](O)[C@@H](CO)O2)C)C1)=O)=O 5-bromo-2'-methyl-deoxyuridine